FC(CC=1C(=NC(=NC1)NC1=CC=C(C=C1)N1CC(CCC1)O)N1C[C@@H]([C@H](C1)F)F)F 1-(4-{[5-(2,2-difluoroethyl)-4-[(3S,4S)-3,4-difluoropyrrolidin-1-yl]pyrimidin-2-yl]amino}phenyl)piperidin-3-ol